6-methyl-4-[(1-methylcyclopropyl)amino]-N-(pyrimidin-5-ylmethyl)furo[2,3-d]pyrimidine-5-carboxamide CC1=C(C2=C(N=CN=C2NC2(CC2)C)O1)C(=O)NCC=1C=NC=NC1